C[C@H]1N(CCNC1)C(=O)C=1C=CC=2N(C1)C(=C(N2)C2=CC=C(C=C2)C)C2=CC=C(C#N)C=C2 (R)-4-(6-(2-methylpiperazine-1-carbonyl)-2-(p-tolyl)imidazo[1,2-a]pyridin-3-yl)benzonitrile